1-{5-[(4-Fluorophenyl)methoxy]-3-(1-methansulfonyl-2-methylazetidin-3-yl)-4-methoxy-1H-pyrazol-1-yl}-3-hydroxy-2,2-dimethylpropan-1-on FC1=CC=C(C=C1)COC1=C(C(=NN1C(C(CO)(C)C)=O)C1C(N(C1)S(=O)(=O)C)C)OC